N[C@H](C(=O)NC)CCCC1=NC=CC=C1 (S)-2-amino-N-methyl-5-(pyridin-2-yl)pentanamide